3-chloro-5-(N-phenethyl-N-(2-(piperazin-1-yl)phenyl)sulfamoyl)-1H-indole-2-carboxylic acid ethyl ester C(C)OC(=O)C=1NC2=CC=C(C=C2C1Cl)S(N(C1=C(C=CC=C1)N1CCNCC1)CCC1=CC=CC=C1)(=O)=O